(2S,6R)-4-((R)-2-(4-(3-(6-cyano-5-(trifluoromethyl) pyridin-3-yl)-5,5-dimethyl-4-oxo-2-thioxoimidazol-1-yl)-2-ethylphenoxy) propyl)-2,6-dimethylpiperazine-1-carboxylate C(#N)C1=C(C=C(C=N1)N1C(N(C(C1=O)(C)C)C1=CC(=C(O[C@@H](CN2C[C@@H](N([C@@H](C2)C)C(=O)[O-])C)C)C=C1)CC)=S)C(F)(F)F